benzoyl-N,N-dimethylhydroxylamine C(C1=CC=CC=C1)(=O)ON(C)C